2-(4-(2,4-difluorophenoxy)piperidin-1-yl)-5-(methoxymethyl)pyridin-3-amine FC1=C(OC2CCN(CC2)C2=NC=C(C=C2N)COC)C=CC(=C1)F